C(C)C1(C(C1)C(=O)N)C(=O)N ethylcyclopropane-1,2-dicarboxamide